4-(3-chloro-4-(6-(1-methylcyclopropoxy)-9-((4-methylpyridin-2-yl)methyl)-9H-purin-8-yl)phenyl)morpholin-3-one ClC=1C=C(C=CC1C=1N(C2=NC=NC(=C2N1)OC1(CC1)C)CC1=NC=CC(=C1)C)N1C(COCC1)=O